ClC=1C=C(C(=NC1)C=1C=NC(=C(C1)SC(F)(F)F)C)C1=CC=C(C=C1)S(=O)(=O)C 5-chloro-6'-methyl-3-(4-(methylsulfonyl)phenyl)-5'-((trifluoromethyl)thio)-2,3'-bipyridine